(R)-(1-((4-(Cyclopropylsulfonyl)phenyl)sulfonyl)piperidin-3-yl)(4,4-difluoropiperidin-1-yl)methanone C1(CC1)S(=O)(=O)C1=CC=C(C=C1)S(=O)(=O)N1C[C@@H](CCC1)C(=O)N1CCC(CC1)(F)F